3-cyclopropyl-N-[(2Z)-imidazolidin-2-ylidene]-4-[(3-{[1-(propan-2-yl)cyclopropyl]carbamoyl}phenyl)amino]benzamide C1(CC1)C=1C=C(C(=O)N=C2NCCN2)C=CC1NC1=CC(=CC=C1)C(NC1(CC1)C(C)C)=O